FC(C)(F)C1=CC=CC(=N1)NC1=CC(=NC=C1C=1N=NC(=CC1)OC)NC(C)=O N-(4-((6-(1,1-difluoroethyl)pyridin-2-yl)amino)-5-(6-methoxypyridazin-3-yl)pyridin-2-yl)acetamide